BrC/C=C/C(=O)N1CCC(CC1)C1CCNC=2N1N=C(C2C(=O)N)C2=CC=C(C=C2)OC2=CC=CC=C2 (E)-7-(1-(4-bromobut-2-enoyl)piperidin-4-yl)-2-(4-phenoxyphenyl)-4,5,6,7-tetrahydropyrazolo[1,5-a]pyrimidine-3-carboxamide